CC1(OB(OC1(C)C)C1=CC2(CN(C2)C(=O)OC(C)(C)C)C1)C tert-butyl 6-(4,4,5,5-tetramethyl-1,3,2-dioxaborolan-2-yl)-2-Azaspiro[3.3]hept-5-ene-2-carboxylate